2-{[(2R,7aS)-2-fluoro-hexahydropyrrolizin-7a-yl]methoxy}-7-(8-ethynyl-7-fluoronaphthalen-1-yl)-8-fluoro-N-{2-[3-(oxiran-2-yl)phenyl]ethyl}pyrido[4,3-d]pyrimidin-5-amine F[C@@H]1C[C@@]2(CCCN2C1)COC=1N=CC2=C(N1)C(=C(N=C2NCCC2=CC(=CC=C2)C2OC2)C2=CC=CC1=CC=C(C(=C21)C#C)F)F